ClC1=CSC2=C1NC(=C2)C(=O)N2[C@H]1CC([C@@H]([C@@H]2C(=O)N[C@@H](C[C@@H]2C(NCCC2)=O)C#N)CC1)(F)F (1R,3R,4R)-2-(3-chloro-4H-thieno[3,2-b]pyrrole-5-carbonyl)-N-[(1S)-1-cyano-2-[(3R)-2-oxo-3-piperidyl]ethyl]-5,5-difluoro-2-azabicyclo[2.2.2]octane-3-carboxamide